BrC1=CC=CC2=CC(=CC=C12)C1=C(C=CC=C1)Br 1-bromo-6-(2-bromophenyl)naphthalene